COC1=CC=C(C=C1)COC=1C(=NN(C1C=1N=CN(C1)C)CCC)C 4-[(4-methoxyphenyl)methoxy]-3-methyl-5-(1-methyl-1H-imidazol-4-yl)-1-propyl-1H-pyrazole